N(C(=O)C)[C@@H]1CC[C@H](CC1)NC(=O)CN1CCN(CC1)C=1N=NC=C(N1)C1=CC=C(C=C1)C 3-[4-[[trans-4-(acetamino)cyclohexyl]carbamoyl-methyl]piperazine-1-yl]-5-(p-tolyl)-1,2,4-triazine